CC(CC(=O)O)C=CCC(C)C 3,7-dimethyl-4-octenoic acid